2-(6-(2,5-dichloropyrimidin-4-yl)-8-fluoro-4-isopropylquinolin-2-yl)propan-2-ol ClC1=NC=C(C(=N1)C=1C=C2C(=CC(=NC2=C(C1)F)C(C)(C)O)C(C)C)Cl